C(C=C)(=O)N1C[C@@H](N(C[C@H]1C)C=1C2=C(N(C(N1)=O)C=1C(=NC=NC1C(C)C)C(C)C)N=C(C(=C2)F)C2=C(C=CC=C2)F)C 4-((2s,5r)-4-propenoyl-2,5-dimethylpiperazin-1-yl)-7-(2-fluorophenyl)-1-(4,6-diisopropylpyrimidin-5-yl)-6-fluoropyrido[2,3-d]pyrimidin-2(1H)-one